ClC1=C(C=C(OCC(=O)NC23CC(C2)(C3)NC3=NC=CC(=N3)C3=CC=C(C=C3)Cl)C=C1)F 2-(4-chloro-3-fluorophenoxy)-N-(3-{[4-(4-chlorophenyl)pyrimidin-2-yl]amino}bicyclo[1.1.1]pent-1-yl)acetamide